C(=C)C[SiH](COC(C)=O)COC(C)=O vinylmethylbis(acetoxymethyl)silane